N1CC(C1)N(C1CC=2C(N(C(=NC2CC1)C)CCOC1=C(C=C(C=C1)Cl)C1=C2C(=NC(=C1)C)C(=CS2)C(=O)OC)=O)C methyl 7-[2-[2-[6-[azetidin-3-yl(methyl)amino]-2-methyl-4-oxidanylidene-5,6,7,8-tetrahydroquinazolin-3-yl]ethoxy]-5-chloranyl-phenyl]-5-methyl-thieno[3,2-b]pyridine-3-carboxylate